4-amino-1-((2R,5R)-4-fluoro-5-(hydroxymethyl)-2,5-dihydrofuran-2-yl)pyrimidin-2(1H)-one NC1=NC(N(C=C1)[C@@H]1O[C@@H](C(=C1)F)CO)=O